methyl-N-(6-phenethyl-4-phenylquinolin-2-yl)glycine CN(CC(=O)O)C1=NC2=CC=C(C=C2C(=C1)C1=CC=CC=C1)CCC1=CC=CC=C1